IC1=C(C=C(C=C1)N)I 1,2-diiodo-4-aminobenzene